tert-butylphenyl-α-(p-toluenesulfonyloxy)-acetate C(C)(C)(C)OC(C(OS(=O)(=O)C1=CC=C(C)C=C1)C1=CC=CC=C1)=O